2-(2,4-dimethyl-5-(2-(((S)-phenyl((R)-1,2,3,4-tetrahydro-1,5-naphthyridin-3-yl)methyl)amino)ethyl)phenyl)acetic acid CC1=C(C=C(C(=C1)C)CCN[C@@H]([C@H]1CNC2=CC=CN=C2C1)C1=CC=CC=C1)CC(=O)O